C(C)(C)(C)N(C(O)=O)C1CC=C(CC1)C1=NC(=C(N=C1)N)CO.O1CC(C2=C1C=CC=C2)N2CC1=CC=CC(=C1CC2)C=2C(=NN(C2)C)C(F)(F)F 2-(2,3-dihydrobenzofuran-3-yl)-5-(1-methyl-3-(trifluoromethyl)-1H-pyrazol-4-yl)-3,4-dihydroisoquinolin tert-Butyl-(4-(5-amino-6-(hydroxymethyl)pyrazin-2-yl)cyclohex-3-en-1-yl)carbamate